FC1=C(C(=CC(=C1)F)F)CC(=O)O 2-(2,4,6-trifluorophenyl)acetic acid